4-methyl-1-[(4-methyl-5-oxo-piperazin-2-yl)methyl]-5-[[2-[6-(2,2,2-trifluoroethyl)quinazolin-4-yl]-2,7-diazaspiro[3.5]nonan-7-yl]methyl]indole-2-carbonitrile CC1=C2C=C(N(C2=CC=C1CN1CCC2(CN(C2)C2=NC=NC3=CC=C(C=C23)CC(F)(F)F)CC1)CC1NCC(N(C1)C)=O)C#N